CN1C=NC2=C1C=CC=C2C2=C(N=C(C(=N2)C(=O)N)NC2=CC=C(C=C2)[N+]2(CCOCC2)[O-])S(=O)C 6-(1-methylbenzimidazol-4-yl)-5-methylsulfinyl-3-[4-(4-oxidomorpholin-4-ium-4-yl)anilino]pyrazine-2-carboxamide